(S)-2-ethyl-6-((4-((2-hydroxy-1-phenylethyl)amino)-5-(5-(pyridin-3-yl)-1,3,4-oxadiazol-2-yl)pyrimidin-2-yl)amino)-1-isopropyl-1,2-dihydro-3H-indazol-3-one C(C)N1N(C2=CC(=CC=C2C1=O)NC1=NC=C(C(=N1)N[C@H](CO)C1=CC=CC=C1)C=1OC(=NN1)C=1C=NC=CC1)C(C)C